ClC=1C=C(OCCOCCO)C=CC1C=1N(C2=NC=NC(=C2N1)OC1(CC1)C)CC1=NC=CC(=C1)C (racemic)-2-(2-(3-chloro-4-(6-(1-methylcyclopropoxy)-9-((4-methylpyridin-2-yl)methyl)-9H-purin-8-yl)phenoxy)ethoxy)ethan-1-ol